FC(COOOCC(F)(F)F)(F)F trifluoro-ethoxy ether